5-bromo-6-fluoropyridin-2-amine BrC=1C=CC(=NC1F)N